ethyl 2-(6-chloro-4-methylpyridin-2-yl)-2,2-difluoroacetate ClC1=CC(=CC(=N1)C(C(=O)OCC)(F)F)C